tert-butyl N-[3,3-difluoro-1-(4-pyridyl)propyl]carbamate FC(CC(C1=CC=NC=C1)NC(OC(C)(C)C)=O)F